4-(6-isopropoxypyrazin-2-yl)benzoic acid C(C)(C)OC1=CN=CC(=N1)C1=CC=C(C(=O)O)C=C1